copper-nickel-chromium-gold [Au].[Cr].[Ni].[Cu]